1-(3-(tert-butylsulfanyl)-2-chlorophenyl)pyrrolidin-2-one C(C)(C)(C)SC=1C(=C(C=CC1)N1C(CCC1)=O)Cl